NC1=NC=CC=C1C1=NC=2C(=NC(=CC2)C2=C(C=C(C=C2)F)C#N)N1C1=CC=C(CN2CCC(CC2)NC2=NC(=NC=C2)C#N)C=C1 4-((1-(4-(2-(2-aminopyridin-3-yl)-5-(2-cyano-4-fluorophenyl)-3H-imidazo[4,5-b]pyridin-3-yl)benzyl)piperidin-4-yl)amino)pyrimidine-2-carbonitrile